NC(C(=O)O)CNS(=O)(=O)C1=CSC=C1 2-amino-3-[(thiophene-3-sulfonyl)amino]propanoic acid